N-(deuteromethyl)-5-(1-methyl-1H-imidazol-4-yl)-6-(4-(pentafluoro-λ6-sulfanyl)phenoxy)pyridine-3-sulfonyl-Amide [2H]C[N-]S(=O)(=O)C=1C=NC(=C(C1)C=1N=CN(C1)C)OC1=CC=C(C=C1)S(F)(F)(F)(F)F